F[C@H]1CN(C[C@H]1NC(C1=C(C=C(C(=C1)B1OC(C(O1)(C)C)(C)C)F)OC)=O)C(=O)OC(C)(C)C tert-butyl (3S,4R)-3-fluoro-4-(4-fluoro-2-methoxy-5-(4,4,5,5-tetramethyl-1,3,2-dioxaborolan-2-yl)benzamido)pyrrolidine-1-carboxylate